C(C)C(COCC)CCCC ethyl (2-ethylhexyl) ether